5-[2-(difluoromethyl)-4-[[(2R)-1-ethylazetidin-2-yl]methoxy]pyrazol-3-yl]-N-(2-methylpyrimidin-4-yl)pyrazolo[1,5-a]pyridin-2-amine FC(N1N=CC(=C1C1=CC=2N(C=C1)N=C(C2)NC2=NC(=NC=C2)C)OC[C@@H]2N(CC2)CC)F